3-(3-(benzyloxy)phenyl)-5-(4-(4-methylpiperazin-1-yl)phenyl)-1H-pyrazolo[3,4-b]pyridine C(C1=CC=CC=C1)OC=1C=C(C=CC1)C1=NNC2=NC=C(C=C21)C2=CC=C(C=C2)N2CCN(CC2)C